CS(=O)(=O)[O-].[Ag+] silver methanesulphonate